N-(4-(5-(4-(2-azaspiro[3.4]octane-2-carbonyl)phenyl)-4-amino-7-methyl-7H-pyrrolo[2,3-d]pyrimidin-6-yl)phenyl)methacrylamide Benzyl-aziridine-1-carboxylate C(C1=CC=CC=C1)C1N(C1)C(=O)O.C1N(CC12CCCC2)C(=O)C2=CC=C(C=C2)C2=C(N(C=1N=CN=C(C12)N)C)C1=CC=C(C=C1)NC(C(=C)C)=O